(R)-3-isopropyl-5-(4-(1-((5-(4-(methylsulfonyl)phenyl)thiazolo[5,4-b]pyridin-2-yl)oxy)ethyl)piperidin-1-yl)-1,2,4-oxadiazol C(C)(C)C1=NOC(=N1)N1CCC(CC1)[C@@H](C)OC=1SC2=NC(=CC=C2N1)C1=CC=C(C=C1)S(=O)(=O)C